O=C1C2=CC=CN2C2=CC=CN=C2N1CCC(=O)O 3-{7-Oxo-2,8,10-triazatricyclo[7.4.0.02,6]trideca-1(13),3,5,9,11-pentaen-8-yl}propionic acid